7-amino-2-(4-((17-hydroxy-3,6,9,12,15-pentaoxaheptadecyl)(methyl)amino)phenyl)-8-nitro-4H-chromen-4-one NC1=CC=C2C(C=C(OC2=C1[N+](=O)[O-])C1=CC=C(C=C1)N(C)CCOCCOCCOCCOCCOCCO)=O